(4-(Cyclopropanecarbonyl)piperazin-1-yl)(6-methoxy-4-(1-oxa-8-azaspiro[4.5]decan-8-yl)quinolin-3-yl)methanone C1(CC1)C(=O)N1CCN(CC1)C(=O)C=1C=NC2=CC=C(C=C2C1N1CCC2(CCCO2)CC1)OC